C(CCCCCC\C=C/C\C=C/CCCCC)C(O[Si](OCCCCCCN(CCO)CCO)(C)C)OCC(CCCCCCCC)CCCCCC 13-((8Z,11Z)-heptadeca-8,11-dien-1-yl)-16-hexyl-3-(2-hydroxyethyl)-11,11-dimethyl-10,12,14-trioxa-3-aza-11-silatetracosan-1-ol